7-deaza-2'-deoxy-7-iodoadenosine IC1=CN([C@H]2C[C@H](O)[C@@H](CO)O2)C=2N=CN=C(C12)N